(S)-4-((4-bromo-2,3-dihydro-1H-inden-1-yl)amino)-2-methoxybenzonitrile BrC1=C2CC[C@@H](C2=CC=C1)NC1=CC(=C(C#N)C=C1)OC